C1=NNCC2=CC=CC=C12 3,4-dihydro-phthalazine